N1=C(C=CC=C1)C1(CCOC2(CCCC2)C1)CCN 2-(9-(pyridin-2-yl)-6-oxaspiro[4.5]decan-9-yl)ethylamine